(R)-1-(sec-butyl)-4-methoxybenzene [C@@H](C)(CC)C1=CC=C(C=C1)OC